N2-(6-((2R,6R)-2-ethyl-6-methylmorpholino)-2-methylpyridin-3-yl)spiro[3.3]heptane-2,6-diamine C(C)[C@H]1O[C@@H](CN(C1)C1=CC=C(C(=N1)C)NC1CC2(C1)CC(C2)N)C